C(C)(=O)N[C@H]1[C@H](CC[C@H](C1)NC(C)(C)C)N1C([C@H](CC1)NC(OCC1=CC=CC=C1)=O)=O Benzyl ((S)-1-((1S,2R,4R)-2-acetamido-4-(tert-butylamino)cyclohexyl)-2-oxopyrrolidin-3-yl)carbamate